tert-butyl (tert-butyloxycarbonyl)(8-(3,3-difluoroazetidine-1-yl)imidazo[1,2-a]pyridin-6-yl)carbamate C(C)(C)(C)OC(=O)N(C(OC(C)(C)C)=O)C=1C=C(C=2N(C1)C=CN2)N2CC(C2)(F)F